(6,7-dihydro-4H-[1,2,3]triazolo[5,1-c][1,4]oxazin-3-yl)methanol N1=NC(=C2COCCN21)CO